C(C1=CC=CC=C1)C=1N(C=2C(=C3CC[C@@H](NC3=CC2)C)N1)C[C@@H]1CNCCC1 (7S)-2-Benzyl-7-methyl-3-{[(3S)-piperidin-3-yl]methyl}-3H,6H,7H,8H,9H-imidazo[4,5-f]chinolin